(±)-benzo[d]thiazol-2-yl(5-fluoro-2-(methoxymethoxy)phenyl)methanol S1C(=NC2=C1C=CC=C2)[C@H](O)C2=C(C=CC(=C2)F)OCOC |r|